C(C=C)(=O)O.SCCC(=O)O 3-mercaptopropionic acid acrylate